C(C#C)C(C(=O)OC)C(=O)OC dimethyl propargylmalonate